3-((2-((2-(difluoromethoxy)-4-(4-methylpiperazin-1-yl)phenyl)amino)-5-fluoropyrimidin-4-yl)amino)thiophene-2-carboxamide FC(OC1=C(C=CC(=C1)N1CCN(CC1)C)NC1=NC=C(C(=N1)NC1=C(SC=C1)C(=O)N)F)F